ClC=1C=NC=C(C1[C@@H](C)OC=1C=C2C(=NNC2=CC1)C1=NC2=C(N1)CN(C2)C(CN2CC(CC2)C#N)=O)Cl 1-(2-(2-(5-((R)-1-(3,5-dichloropyridin-4-yl)ethoxy)-1H-indazol-3-yl)-4,6-dihydropyrrolo[3,4-d]imidazol-5(1H)-yl)-2-oxoethyl)pyrrolidine-3-carbonitrile